C(C)(C)(C)OC(=O)N1C[C@@H]2C([C@@H]2C1)N.O1C=C(C2=C1C=CC=C2)C2([C@@H](C=CC=C2)CS(=O)(=O)N)C=2OC=CC2 (R)-2-(benzofuran-3-yl)-1-((2-furan-2-yl)phenyl)methanesulfonamide tert-butyl-(1R,5S,6S)-6-amino-3-azabicyclo[3.1.0]hexane-3-carboxylate